2-ureido-4[1H]-pyrimidinone carbon [C].N(C(=O)N)C=1NC=CC(N1)=O